[Si](C1=CC=CC=C1)(C1=CC=CC=C1)(C(C)(C)C)OC=1C=C(N)C=CC1 3-((tert-butyldiphenylsilyl)oxy)aniline